pentalene-4-carboxylic acid ((S)-3,3,3-trifluoro-1-hydroxymethyl-propyl)-amide FC(C[C@@H](CO)NC(=O)C=1C2=CC=CC2=CC1)(F)F